C[C@]12CCC(C[C@H]1CC[C@@H]3[C@@H]2CC[C@]4([C@H]3CC[C@@H]4C(=O)CO)C)O 5α-Pregnan-3α,21-diol-20-one